C(C#C)C1(CC2(N=N2)C1)C(=O)O 5-(prop-2-yn-1-yl)-1,2-diazaspiro[2.3]hex-1-en-5-carboxylic acid